(((5-Chloro-3-fluoropyridin-2-yl)oxy)methyl)-4-(((2S,4S)-2-methylpiperidin-4-yl)oxy)pyrimidine ClC=1C=C(C(=NC1)OCC1=NC=CC(=N1)O[C@@H]1C[C@@H](NCC1)C)F